tris[4,4'-bis(2-(4-pyrimidinyl)vinyl)-2,2'-bipyridyl] iron (II) [Fe+2].N1=CN=C(C=C1)C=CC1=CC(=NC=C1)C1=NC=CC(=C1)C=CC1=NC=NC=C1.N1=CN=C(C=C1)C=CC1=CC(=NC=C1)C1=NC=CC(=C1)C=CC1=NC=NC=C1.N1=CN=C(C=C1)C=CC1=CC(=NC=C1)C1=NC=CC(=C1)C=CC1=NC=NC=C1